ClC1=C(C=C(C=C1)F)C(=O)C=1C(=CC2=C(N(N=C2C1C#N)C)C=1CCN(CC1)C(=O)OC(C)(C)C)[N+](=O)[O-] 2-methylpropan-2-yl 4-{6-[(2-chloro-5-fluorophenyl)carbonyl]-7-cyano-2-methyl-5-nitroindazol-3-yl}-1,2,3,6-tetrahydropyridine-1-carboxylate